Cl.Cl.[C@@H]12CN(C[C@@H](N1)C2)CC=2C=CC(=C(C(=O)NC1=CC=C(C=C1)S(=O)(=O)N1CCC(CC1)C1CCC1)C2)N(S(=O)(=O)C)C 5-(((1R,5S)-3,6-diazabicyclo[3.1.1]heptan-3-yl)methyl)-N-(4-((4-cyclobutylpiperidin-1-yl)sulfonyl)phenyl)-2-(N-methylmethylsulfonamido)benzamide dihydrochloride